N1(N=CN=C1)CC(O)C1(CC1)OC1=C(C=C(C=C1F)Cl)F 2-(1H-1,2,4-triazol-1-yl)-1-[1-(4-chloro-2,6-difluorophenoxy)cyclopropyl]ethanol